4-(2-((3-chloro-5-methylbenzyl)amino)ethyl)-2,5-dimethoxybenzoic acid ClC=1C=C(CNCCC2=CC(=C(C(=O)O)C=C2OC)OC)C=C(C1)C